N1CCNC2=CC(=CC=C12)S(=O)(=O)N tetrahydroquinoxaline-6-sulfonamide